2-(2-Chlorophenyl)-N-(3-(hydroxymethyl)-5-(1-methyl-1H-pyrazol-4-yl)phenyl)acetamide ClC1=C(C=CC=C1)CC(=O)NC1=CC(=CC(=C1)C=1C=NN(C1)C)CO